(8-(methylamino)-5-(6-(2-(methylsulfanyl)ethoxy)-[1,2,4]triazolo[1,5-a]pyridin-2-yl)-2,7-naphthyridin-3-yl)cyclopropanecarboxamide CNC=1N=CC(=C2C=C(N=CC12)C1(CC1)C(=O)N)C1=NN2C(C=CC(=C2)OCCSC)=N1